5-(5-(4-chlorophenyl)-6,7-dihydro-5H-pyrrolo[2,1-c][1,2,4]triazol-3-yl)-3-methyl-1H-pyrazolo[4,3-b]pyridine ClC1=CC=C(C=C1)C1CCC2=NN=C(N21)C2=CC=C1C(=N2)C(=NN1)C